N'-hydroxy-3-(oxetan-2-ylmethyl)-3H-imidazo[4,5-b]pyridine-6-carboximidamide ON=C(N)C=1C=C2C(=NC1)N(C=N2)CC2OCC2